FC=1C=CC(=C(C1)[C@@H](C)NS(=O)(=O)C1=CC=C(C=C1)OC(F)(F)F)N1CCC(CC1)O (R)-N-(1-(5-fluoro-2-(4-hydroxypiperidin-1-yl)phenyl)ethyl)-4-(trifluoromethoxy)benzenesulfonamide